CN1N=CC=2N=C(NC(C21)=O)NCC2=NC=CC=C2 1-Methyl-5-((pyridin-2-ylmethyl)amino)-1H-pyrazolo[4,3-d]pyrimidin-7(6H)-one